3,5-dicyanobenzene C(#N)C=1C=CC=C(C1)C#N